OCCN1N=CC(=C1)NC1CCC2(CCNC2)CC1 (5r,8r)-8-{[1-(2-hydroxyethyl)-1H-pyrazol-4-yl]amino}-2-azaspiro[4.5]decan